3-Bromo-5-chloro-1H-pyrazolo[4,3-d]pyrimidine BrC1=NNC2=C1N=C(N=C2)Cl